mono-fluoro phosphite P(OF)([O-])[O-]